methyl (1S,3S)-3-((6-(5-chloro-3-(((methyl(4-(tosyloxy)butyl)carbamoyl)oxy)methyl)thiophen-2-yl)-2-methylpyridin-3-yl)oxy)cyclohexane-1-carboxylate ClC1=CC(=C(S1)C1=CC=C(C(=N1)C)O[C@@H]1C[C@H](CCC1)C(=O)OC)COC(N(CCCCOS(=O)(=O)C1=CC=C(C)C=C1)C)=O